C(C)(C)(C)C1=C(C=2C(=NC(=CN2)Cl)N1C)C=O 6-tert-butyl-3-chloro-5-methyl-pyrrolo[2,3-b]pyrazine-7-carbaldehyde